[Na].S(=O)(=O)=C1CC(=CC(C(=O)OC)=C1)C(=O)OC dimethyl 5-sulfonylisophthalate sodium